C(CCCCCCCCCCCCC)N(CCN(CCO)CCCCCCCCCCCCCC)CCCCCCCCCCCCCC 2-((2-(Ditetradecylamino)ethyl)(tetradecyl)amino)ethan-1-ol